ethyl 2-(4-(7-chloro-1-methyl-2,3-dioxo-2,3-dihydropyrido[2,3-b]pyrazin-4(1H)-yl)piperidin-1-yl)pyrimidine-5-carboxylate ClC1=CC2=C(N(C(C(N2C)=O)=O)C2CCN(CC2)C2=NC=C(C=N2)C(=O)OCC)N=C1